4-(2-methoxyphenyl)-6-methyl-N-{5-[1-(pyridin-2-yl)cyclopropanecarbonyl]-4H,5H,6H-pyrrolo[3,4-d][1,3]thiazol-2-yl}pyridine-3-carboxamide COC1=C(C=CC=C1)C1=C(C=NC(=C1)C)C(=O)NC=1SC2=C(N1)CN(C2)C(=O)C2(CC2)C2=NC=CC=C2